C(C)(C)(C)OC([C@@H](N)CCC(=O)O)=O glutamic acid 1-tert-butyl ester